3-(3'-Adamantan-1-yl-4'-hydroxybiphenyl-4-yl)propionic Acid C12(CC3CC(CC(C1)C3)C2)C=2C=C(C=CC2O)C2=CC=C(C=C2)CCC(=O)O